6-[(2-amino-3-chloro-4-pyridinyl)thio]-3-[(3S,4S)-4-amino-3-methyl-2-oxa-8-azaspiro[4.5]dec-8-yl]-5-methyl-2-pyridinemethanol NC1=NC=CC(=C1Cl)SC1=C(C=C(C(=N1)CO)N1CCC2([C@@H]([C@@H](OC2)C)N)CC1)C